1-isopropyl-4-(4-nitro-1H-pyrazol-1-yl)piperidine C(C)(C)N1CCC(CC1)N1N=CC(=C1)[N+](=O)[O-]